3-(4-(tert-butyl)phenyl)-5,5-dimethyl-1-((2-((1-methylcyclopropyl)amino)pyridin-4-yl)methyl)imidazolidine-2,4-dione C(C)(C)(C)C1=CC=C(C=C1)N1C(N(C(C1=O)(C)C)CC1=CC(=NC=C1)NC1(CC1)C)=O